Heptane-4,5-diol CCCC(C(CC)O)O